C1(=CC=CC=C1)C=1C=CC2=C(C(=CS2)B(O)O)C1 5-phenylbenzothien-3-ylboronic acid